C(C1=CC=CC=C1)C=1NC(=NN1)C(=O)NC1C(N(C=2N(CCC1)C=NC2)C)=O 5-Benzyl-N-(1-methyl-2-oxo-1,2,3,4,5,6-hexahydroimidazo[1,5-a][1,3]diazocin-3-yl)-4H-1,2,4-triazol-3-carboxamid